isoindole-2(1H)-carboxylate C1N(CC2=CC=CC=C12)C(=O)[O-]